(5-cyanopyridin-2-yl)-N-(1-(4-fluorophenyl)cyclopropyl)-1-(2-morpholinoethyl)-2-oxo-1,2-dihydro-1,8-naphthyridine-3-carboxamide C(#N)C=1C=CC(=NC1)C1=C(C(N(C2=NC=CC=C12)CCN1CCOCC1)=O)C(=O)NC1(CC1)C1=CC=C(C=C1)F